(E)-3-(3-(2,6-dimethylphenyl)-2-ethyl-7-methoxy-4-oxo-3,4-dihydroquinazolin-6-yl)-N-hydroxyacrylamide CC1=C(C(=CC=C1)C)N1C(=NC2=CC(=C(C=C2C1=O)/C=C/C(=O)NO)OC)CC